Cl.N[C@H](C)C=1C(=C(C=CC1)C([C@@](C#CC1CC1)(O)C)(F)F)F |o1:11| (2R or S)-1-{3-[(1R)-1-aminoethyl]-2-fluorophenyl}-4-cyclopropyl-1,1-difluoro-2-methylbut-3-yn-2-ol hydrogen chloride